C(C1=CC=CC=C1)O[C@@H]1[C@H](N(C[C@@H]([C@H]1OCC1=CC=CC=C1)OCC1=CC=CC=C1)CC1CCC(CC1)C(C)(C)C)CF (2S,3R,4R,5S)-3,4,5-tris(benzyloxy)-1-((4-(tert-butyl)cyclohexyl)methyl)-2-(fluoromethyl)piperidine